COCCSC1=CC=C(C=C1)O 4-((2-methoxyethyl)thio)phenol